(1'S,1''s)-2''-[(2R)-3-hydroxy-2-methylpropyl]-5''-methyl-2'',3''-dihydrodispiro[imidazolidine-4,1'-cyclohexane-4',1''-isoindole]-2,5-dione OC[C@@H](CN1C2(C3=CC=C(C=C3C1)C)CCC1(CC2)NC(NC1=O)=O)C